C(C)(C)(C)OC(=O)N1C(COCC1)C1=CC(=C(C=C1)C=1N=C2SC3=C(N2C1)C=CC(=C3)C(NC3CCOCC3)=O)F 3-(3-fluoro-4-(7-((tetrahydro-2H-pyran-4-yl)carbamoyl)benzo[d]imidazo[2,1-b]thiazol-2-yl)phenyl)morpholine-4-carboxylic acid tert-butyl ester